4-Bromo-2-(2-((tert-butoxycarbonyl)amino)ethoxy)benzoic acid BrC1=CC(=C(C(=O)O)C=C1)OCCNC(=O)OC(C)(C)C